6-bromo-1-[(4-fluorophenyl) methyl]-ethyl 2-oxo-1,8-naphthyridine-3-carboxylate O=C1NC2=NC=CC=C2C=C1C(=O)OC(C)CC1=CC=C(C=C1Br)F